3-{[(2,2-dioxido-1,3-dihydro-2-benzothien-5-yl)amino]methylene}-5-(1,3-oxazol-5-yl)-1,3-dihydro-2H-indol-2-one O=S1(CC2=C(C1)C=CC(=C2)NC=C2C(NC1=CC=C(C=C21)C2=CN=CO2)=O)=O